7-chlorospiro[benzo[b]azepine-5,2'-[1,3]dioxol]-2(1H)-one ClC1=CC2=C(NC(C=CC23OC=CO3)=O)C=C1